C1(CC1)[C@H](C)NC(=O)C1=CC(=NN1CC(C(F)(F)F)O)C=1C=C(C=CC1)C=1OC(=CN1)C(=O)NC(C1CC1)C1CC1 2-(3-(5-(((S)-1-Cyclopropylethyl)Carbamoyl)-1-(3,3,3-Trifluoro-2-Hydroxypropyl)-1H-Pyrazol-3-Yl)Phenyl)-N-(Dicyclopropylmethyl)Oxazole-5-Carboxamide